tert-butyl N-[(3R)-1-[4-(aminomethyl)phenyl]-3-piperidyl]-N-(cyclobutylmethyl)carbamate NCC1=CC=C(C=C1)N1C[C@@H](CCC1)N(C(OC(C)(C)C)=O)CC1CCC1